C1(C=CC=C1)[Ti](C1=C(C(=CC=C1F)N(C(C(C)(C)C)=O)CCCC1=CC=CC=C1)F)(C1=C(C(=CC=C1F)N(C(C(C)(C)C)=O)CCCC1=CC=CC=C1)F)C1C=CC=C1 bis(cyclopentadienyl)bis[2,6-difluoro-3-(N-(3-phenylpropyl)trimethylacetamido)phenyl]titanium